C(C)OC(=O)OC1=C(C(NC12CCC(CC2)OC)=O)C2=C(C=CC(=C2)C)C 4-(ethoxycarbonyloxy)-8-methoxy-3-(2,5-dimethylphenyl)-1-azaspiro[4.5]dec-3-en-2-one